(2S)-4-[5-[3-(2-tert-butoxycarbonyl-4-fluoro-6-methoxy-isoindolin-5-yl)oxypropoxy]-4-fluoro-6-methoxy-benzothiophen-2-yl]-2-methyl-4-oxo-butanoic acid C(C)(C)(C)OC(=O)N1CC2=CC(=C(C(=C2C1)F)OCCCOC=1C(=CC2=C(C=C(S2)C(C[C@@H](C(=O)O)C)=O)C1F)OC)OC